4-(4-methylpiperazin-1-yl)benzoic acid methyl ester COC(C1=CC=C(C=C1)N1CCN(CC1)C)=O